4-(((6-(2-Chloro-3-(3-chloro-2-(3-methoxy-4-(((1-methyl-2-oxopiperidin-4-yl)amino)methyl)phenyl)pyridin-4-yl)phenyl)-2-methoxypyridin-3-yl)methyl)amino)-1-methylpiperidin-2-one ClC1=C(C=CC=C1C1=C(C(=NC=C1)C1=CC(=C(C=C1)CNC1CC(N(CC1)C)=O)OC)Cl)C1=CC=C(C(=N1)OC)CNC1CC(N(CC1)C)=O